CS(=O)(=O)ON O-(methylsulfonyl)hydroxylamine